COC=1C=C2[C@]3(C(NC2=CC1)=O)[C@@H](C3)C3=CC=C1C(=NNC1=C3)NC3=NC(=CN=C3OC)N3CCOCC3 (1R,2S)-5'-methoxy-2-(3-{[3-methoxy-6-(morpholin-4-yl)pyrazin-2-yl]amino}-1H-indazol-6-yl)spiro[cyclopropane-1,3'-indol]-2'(1'H)-one